10-(4-fluorophenyl)-2-(2-morpholinopyrimidin-5-yl)-7,8,9,10-tetrahydro-6H-cyclohepta[4,5]imidazo[1,2-a]pyridin-10-ol FC1=CC=C(C=C1)C1(CCCCC=2N=C3N(C=C(C=C3)C=3C=NC(=NC3)N3CCOCC3)C21)O